pyridine-1,5(4H)-dicarboxylic acid N1(C=CCC(=C1)C(=O)O)C(=O)O